3-(dimethylphosphoryl)-1-(7-(4-(trifluorometh-yl)phenoxy)-3,4-dihydro-isoquinolin-2(1H)-yl)-propan-1-one CP(=O)(C)CCC(=O)N1CC2=CC(=CC=C2CC1)OC1=CC=C(C=C1)C(F)(F)F